C(CCCCCCC)N octylammonia